C(C1=CC=CC=C1)N(CC(C(C)(O)C)F)CC1=CC=CC=C1 4-(Dibenzylamino)-3-fluoro-2-methyl-butan-2-ol